N-Ethyl-4-(3-(4-fluoro-2,6-dimethylphenoxy)-5-(1-hydroxycyclopropyl)phenyl)-6-methyl-7-oxo-6,7-dihydro-1H-pyrrolo[2,3-c]pyridine-2-carboxamide C(C)NC(=O)C1=CC2=C(C(N(C=C2C2=CC(=CC(=C2)C2(CC2)O)OC2=C(C=C(C=C2C)F)C)C)=O)N1